C(C)(C)(C)OC(=O)N1CCC(CC1)C1=NC(=CC=C1)OCC1=C(C=C(C=C1)C(C(C)C)=O)F 4-(6-((2-fluoro-4-isobutyrylbenzyl)oxy)pyridin-2-yl)piperidine-1-carboxylic acid tert-butyl ester